2-((4-(trifluoromethyl)phenyl)amino)ethan-1-one FC(C1=CC=C(C=C1)NCC=O)(F)F